2,4,6-trimethyl-3-aminopyridine CC1=NC(=CC(=C1N)C)C